C(CCCCCCC)C=1N=NNC1 octyltriazole